CC1(C(N(N=C(O1)C=1C(=NC=CN1)C(C)NC(C1=CC(=CC(=C1)C(F)(F)F)C(F)(F)F)=O)CC#C)=O)C N-(1-(3-(6,6-dimethyl-5-oxo-4-(prop-2-yn-1-yl)-5,6-dihydro-4H-1,3,4-oxadiazin-2-yl)pyrazin-2-yl)ethyl)-3,5-bis(trifluoromethyl)benzamide